C(CCCCCCCCCCCCCCCCC)(=O)O.CC(C=O)C1=CC=CC=C1 methyl-phenylacetaldehyde stearate